ClC=1N=C(SC1N(C(CCC)=S)C)C=1C=NC=CC1 N-[4-chloro-2-(3-pyridinyl)thiazol-5-yl]-N-methyl-3-methylthiopropanamide